1-[(2,3-Difluorophenyl)methyl]-5-(2-oxo-2-pyrrolidin-1-ylethyl)pyrrolidin-2-on FC1=C(C=CC=C1F)CN1C(CCC1CC(N1CCCC1)=O)=O